BrC=1C=C(C(=C(C1)S(=O)(=O)NC1=C(C(=CC(=C1)C1(CCC1)C#N)S(=O)(=O)C)O)OC)Cl 5-Bromo-3-chloro-N-(5-(1-cyanocyclobutyl)-2-hydroxy-3-(methylsulfonyl)phenyl)-2-methoxybenzenesulfonamide